CC1=CC=C(C=C1)S(=O)(=O)O.CC1=NC(=CC=C1S(=O)(=O)N1CC2(C1)CNC2)C(F)(F)F 2-((2-methyl-6-(trifluoromethyl)pyridin-3-yl)sulfonyl)-2,6-diazaspiro[3.3]heptane p-toluenesulfonic acid salt